N-butyl-1-({3,4-difluoro-2-[(2-fluoro-4-iodophenyl)amino]phenyl}carbonyl)azetidine-3-carboxamide C(CCC)NC(=O)C1CN(C1)C(=O)C1=C(C(=C(C=C1)F)F)NC1=C(C=C(C=C1)I)F